2,5-dichloro-4-(2-isopropylpyridin-4-yl)pyrimidine ClC1=NC=C(C(=N1)C1=CC(=NC=C1)C(C)C)Cl